(S)-5-(piperidin-3-yl)-2,4-dihydro-3H-1,2,4-triazol-3-one hydrochloride Cl.N1C[C@H](CCC1)C=1NC(NN1)=O